ClC1=C(C=CC=C1)C(C(C(=O)[O-])CSC1=CC=CC=C1)O 3-(2-chlorophenyl)-3-hydroxy-2-(phenylsulphanylmethyl)-propanoate